O1-[[2,2-dimethyl-5-[[7-(1-methylnonoxy)-7-oxo-heptanoyl]oxymethyl]-1,3-dioxan-5-yl]methyl] O7-(1-methylnonyl) heptanedioate C(CCCCCC(=O)OC(CCCCCCCC)C)(=O)OCC1(COC(OC1)(C)C)COC(CCCCCC(=O)OC(CCCCCCCC)C)=O